2',3'-O-diacetyl-N2-isobutyryl-guanosine C(C)(=O)[C@@]1([C@@H](O[C@@H]([C@H]1OC(C)=O)CO)N1C=NC=2C(=O)NC(NC(C(C)C)=O)=NC12)O